C(#N)C1=NC=CC(=C1)NC(=O)C=1C(=NC2=CC=CC=C2C1)N1CCC(CCC1)(F)F N-(2-cyanopyridin-4-yl)-2-(4,4-difluoroazepan-1-yl)quinoline-3-carboxamide